4-(4-(4-(2,4-dioxotetrahydropyrimidin-1(2H)-yl)-2-fluorobenzyl)piperazin-1-yl)-N-(4-methyl-3-((4-(pyridin-3-yl)pyrimidin-2-yl)amino)phenyl)benzamide O=C1N(CCC(N1)=O)C1=CC(=C(CN2CCN(CC2)C2=CC=C(C(=O)NC3=CC(=C(C=C3)C)NC3=NC=CC(=N3)C=3C=NC=CC3)C=C2)C=C1)F